(3-methylbenzyl)trimethylammonium chloride [Cl-].CC=1C=C(C[N+](C)(C)C)C=CC1